ClC=1C(=CC(=C(C1)NC(=O)C1C2CCC1CC=1NC(C=CC12)=O)F)C(F)(F)F N-(5-chloro-2-fluoro-4-(trifluoromethyl)phenyl)-2-oxo-2,5,6,7,8,9-hexahydro-1H-5,8-methanocyclohepta[b]pyridine-10-carboxamide